CCCCCCCCCCC(C)C Isotridecane